ClC=1C=CC(=C(C1)S(=O)(=O)NC1=CC=C(C=C1)C1=NC(=C2C(=N1)NN=C2C)O[C@H]2[C@H](CN(CC2)CC(F)F)F)F 5-chloro-N-[4-(4-{[(3S,4R)-1-(2,2-difluoroethyl)-3-fluoropiperidin-4-yl]oxy}-3-methyl-1H-pyrazolo[3,4-d]pyrimidin-6-yl)phenyl]-2-fluorobenzenesulfonamide